(S)-(3-(2-((1-Hydroxypropan-2-yl)amino)-5-(trifluoromethyl)pyrimidin-4-yl)-1H-indazol-7-yl)dimethyl-phosphine oxide OC[C@H](C)NC1=NC=C(C(=N1)C1=NNC2=C(C=CC=C12)P(C)(C)=O)C(F)(F)F